CN1CCN(CC1)CCC[SiH](C1=CC=C(C=C)C=C1)COC 4-[[3-(4-methylpiperazine-1-yl)propyl]methoxymethylsilyl]styrene